2-(1-(N-(2,4-dimethoxybenzyl)-N-(1,2,4-thiadiazol-5-yl)sulfonylamino)-1H-indazol-4-yl)acetic acid COC1=C(CN(S(=O)(=O)C2=NC=NS2)N2N=CC3=C(C=CC=C23)CC(=O)O)C=CC(=C1)OC